C(CCCC)(=O)OCC(C(CC)O)(C)C 2,2,4-trimethyl-3-hydroxy-n-butyl valerate